S1C=CC2=C1CNC[C@H]2C=2C=C(C(=CC2)O)O (S)-4-(4,5,6,7-tetrahydrothieno[2,3-c]pyridin-4-yl)benzene-1,2-diol